OCNC(C(=C)C)=O N-hydroxymethyl-(methyl)acrylamide